NN1C(=NC(=C1C(N)=O)C1=CC=C(C=C1)C(NC1=NC=CC(=C1)CC)=O)[C@H]1N(CCC1)C(=O)OC(C)(C)C (S)-tert-butyl 2-(1-amino-5-carbamoyl-4-(4-((4-ethylpyridin-2-yl)carbamoyl)phenyl)-1H-imidazol-2-yl)pyrrolidine-1-carboxylate